C1(CCCC1)NCC=1C=C(C=CC1)C1=CC(=C(C=C1F)N1CCN(CC1)C)NC(=O)C1=CNC(C=C1C(F)(F)F)=O N-(3'-((cyclopentylamino)methyl)-6-fluoro-4-(4-methylpiperazin-1-yl)-[1,1'-biphenyl]-3-yl)-6-oxo-4-(trifluoromethyl)-1,6-dihydropyridine-3-carboxamide